1-(2,3-dihydro-1H-inden-2-yl)guanidine C1C(CC2=CC=CC=C12)NC(=N)N